O1C2=C(OCC1C=1N[C@H]([C@@H](N1)[2H])[2H])C=CC(=C2)[2H] (4S,5S)-2-(2,3-dihydrobenzo[b][1,4]dioxin-2-yl-7-d)-4,5-dihydro-1H-imidazole-4,5-d2